4-((2-bromo-3-fluoropyridin-4-yl)methyl)piperazin-2-one BrC1=NC=CC(=C1F)CN1CC(NCC1)=O